isopropyl trans-N-[4-[5-[4-bromo-2-(ethylsulfamoyl)phenyl]thiazol-2-yl] cyclohexyl]carbamate BrC1=CC(=C(C=C1)C1=CN=C(S1)[C@@H]1CC[C@H](CC1)NC(OC(C)C)=O)S(NCC)(=O)=O